ClC=1C=C(C(=O)NC2=NN(C(=C2)C2=NC3=C(N2)C=CC(=C3)N3CCN(CC3)C)CC3=CC=C(C=C3)OC)C=CC1OC 3-chloro-4-methoxy-N-[1-[(4-methoxyphenyl)methyl]-5-[5-(4-methylpiperazin-1-yl)-1H-benzimidazol-2-yl]pyrazol-3-yl]benzamide